FCC 1-fluoroethane